C1(CCCC1)O[C@@H]1C[C@H](N(C1)C(=O)OCC1C2=CC=CC=C2C=2C=CC=CC12)C(=O)O (2S,4R)-4-(cyclopentoxy)-1-(9H-fluoren-9-ylmethoxycarbonyl)pyrrolidin-2-carboxylic acid